1-(5-((4-((4-((5-amino-1-(2,6-difluorobenzoyl)-1H-1,2,4-triazol-3-yl)amino)phenyl)sulfonyl)piperazin-1-yl)methyl)-1-oxoisoindolin-2-yl)dihydropyrimidine-2,4(1H,3H)-dione NC1=NC(=NN1C(C1=C(C=CC=C1F)F)=O)NC1=CC=C(C=C1)S(=O)(=O)N1CCN(CC1)CC=1C=C2CN(C(C2=CC1)=O)N1C(NC(CC1)=O)=O